[(2S)-1-(4-{[(3-chloro-4-methoxyphenyl)methyl] amino}-5-{[(pyrimidin-2-yl) methyl]carbamoyl}pyrimidin-2-yl)pyrrolidin-2-yl]methyl 6-(nitrooxy)hexanoate [N+](=O)([O-])OCCCCCC(=O)OC[C@H]1N(CCC1)C1=NC=C(C(=N1)NCC1=CC(=C(C=C1)OC)Cl)C(NCC1=NC=CC=N1)=O